(5R)-5-fluoro-3-methylpiperidin-3-amine TFA salt OC(=O)C(F)(F)F.F[C@@H]1CC(CNC1)(N)C